1-methyl-4-{[4-(piperidine-1-carbonyl)phenyl]methoxy}pyridin-2-one CN1C(C=C(C=C1)OCC1=CC=C(C=C1)C(=O)N1CCCCC1)=O